C(#N)C=1C=CC(=C(C1)C1=CC(=NC=C1C(=O)NC=1SC2=C(N1)CN(C2)S(=O)(=O)[C@H]2COCC2)C)OC |r| (Racemic)-4-(5-Cyano-2-methoxyphenyl)-6-methyl-N-(5-((tetrahydrofuran-3-yl)sulfonyl)-5,6-dihydro-4H-pyrrolo[3,4-d]thiazol-2-yl)nicotinamide